N(=C=O)CC1SCSC1CN=C=O 4,5-Bis(isocyanatomethyl)-1,3-dithiolane